3-(p-tolyl)-1H-imidazo[4,5-b]pyridin-2(3H)-one C1(=CC=C(C=C1)N1C(NC=2C1=NC=CC2)=O)C